(S)-N-(5-(1-isopropylpyrrolidine-3-carboxamido)-2-methylpyridin-3-yl)-6-(1-(2-methoxyethyl)-1H-pyrazol-4-yl)pyrazolo[1,5-a]pyrazine-3-carboxamide C(C)(C)N1C[C@H](CC1)C(=O)NC=1C=C(C(=NC1)C)NC(=O)C=1C=NN2C1C=NC(=C2)C=2C=NN(C2)CCOC